N[C@@H]([C@@H](C1=CC=CC=C1)NC(CC(=O)NC1=CC=C(C=C1)Cl)=O)C1=CC=CC=C1 N1-((1R,2R)-2-amino-1,2-diphenylethyl)-N3-(4-chlorophenyl)malonamide